Methyl chloroformylformate ClC(=O)C(=O)OC